C[N+](CCCCCCCCCCCCCCCC)(C)CCCS(=O)(=O)[O-] 3-(N,N-dimethyl-N-hexadecyl-ammonio)propane-1-sulfonate